S-(2-(methylamino)-2-oxoethyl)-L-cysteine CNC(CSC[C@H](N)C(=O)O)=O